C1(CC1)NC1=C2C=C(N=CC2=CC(=N1)C1=C(C(=CC(=C1F)OC)OC)F)N[C@H]1[C@H](COC1)NC(C=C)=O N-((3R,4S)-4-((5-(cyclopropylamino)-7-(2,6-difluoro-3,5-dimethoxyphenyl)-2,6-naphthyridin-3-yl)amino)tetrahydrofuran-3-yl)acrylamide